COC(=O)C1=NN(C=C1SC1=CC=CC=C1)C.C1(CCCCC1)C=1C=C(CN2CC(NCC2)C2=C(C=CC=C2)C(C)C)C=CC1C1CCCCC1 1-(3,4-dicyclohexylbenzyl)-3-(2-isopropylphenyl)piperazine methyl-4-(phenylthio)-1-methyl-pyrazole-3-carboxylate